N-(cyclopropylmethyl)-N-methylamine hydrochloride Cl.C1(CC1)CNC